NC1=C(C2=C(S1)C(=CC=C2C2=C(C=C1C(=NC(=NC1=C2F)OC[C@]21CCCN1C[C@@H](C2)F)N(C)CCN)Cl)F)C#N 2-amino-4-(4-((2-aminoethyl)(methyl)amino)-6-chloro-8-fluoro-2-(((2R,7aS)-2-fluorotetrahydro-1H-pyrrolizin-7a(5H)-yl)methoxy)quinazolin-7-yl)-7-fluorobenzo[b]thiophene-3-carbonitrile